C(C1=CC=CC=C1)N1CC(C1)C1CC[C@]12CN(CC2)C(=O)OC(C)(C)C tert-butyl (4R)-3-(1-benzylazetidin-3-yl)-6-azaspiro[3.4]octane-6-carboxylate